BrC(CCCCCOC(\C=C(\CCCCCCC)/CCCC)=O)C (E)-6-bromoheptyl-3-butyldec-2-enoate